NC([C@H](C[C@H]1C(NC(C1)(C)C)=O)NC([C@H](CC1CC1)NC(=O)C=1NC2=C(C=CC(=C2C1)OC)Cl)=O)=O N-((S)-1-(((S)-1-amino-3-((R)-5,5-dimethyl-2-oxopyrrolidin-3-yl)-1-oxopropan-2-yl)amino)-3-cyclopropyl-1-oxopropan-2-yl)-7-chloro-4-methoxy-1H-indole-2-carboxamide